N-[(benzyloxy)carbonyl]-3-bromo-L-phenylalanine benzyl ester C(C1=CC=CC=C1)OC([C@@H](NC(=O)OCC1=CC=CC=C1)CC1=CC(=CC=C1)Br)=O